N-(2-chloro-4-fluoro-3-{6-oxo-4-[4-(trifluoromethyl)thiazol-2-yl]-1,6-dihydropyrimidin-2-yl}benzyl)isobutyramide ClC1=C(CNC(C(C)C)=O)C=CC(=C1C=1NC(C=C(N1)C=1SC=C(N1)C(F)(F)F)=O)F